2-vinyltetrahydrofuran-3,4-diyl diacetate C(C)(=O)OC1C(OCC1OC(C)=O)C=C